2-(2-ethylhexyl)1,3-dimethoxypropane C(C)C(CC(COC)COC)CCCC